(2S)-4-[2-phenoxyethyl-[4-(5,6,7,8-tetrahydro-1,8-naphthyridin-2-yl)butyl]amino]-2-(4-piperidylcarbamoylamino)butanoic acid O(C1=CC=CC=C1)CCN(CC[C@@H](C(=O)O)NC(NC1CCNCC1)=O)CCCCC1=NC=2NCCCC2C=C1